N-((3R,4R)-3-fluoro-1-(oxetan-3-yl)piperidin-4-yl)-5-(1-(3-fluoropropyl)-1H-benzo[d][1,2,3]triazol-6-yl)-4-methoxypyrrolo[2,1-f][1,2,4]triazin-2-amine F[C@@H]1CN(CC[C@H]1NC1=NN2C(C(=N1)OC)=C(C=C2)C=2C=CC1=C(N(N=N1)CCCF)C2)C2COC2